6-chloro-2-((2-(1,5-dimethyl-1H-pyrazol-4-yl)-5H-imidazo[4,5-c]pyridin-5-yl)methyl)benzo[d]thiazole ClC1=CC2=C(N=C(S2)CN2C=C3C(C=C2)=NC(=N3)C=3C=NN(C3C)C)C=C1